4-[3-(2-pyridinyl)-1H-pyrazole-4-yl]-quinoline N1=C(C=CC=C1)C1=NNC=C1C1=CC=NC2=CC=CC=C12